1-(2-(benzylamino)-2-oxoethyl)-1-(2-((2-((2-((tert-butyldimethylsilyl)oxy)ethyl)carbamoyl)-4-methylthiophen-3-yl)amino)-2-oxoethyl)azepan-1-ium C(C1=CC=CC=C1)NC(C[N+]1(CCCCCC1)CC(=O)NC1=C(SC=C1C)C(NCCO[Si](C)(C)C(C)(C)C)=O)=O